(M)-4-((2S)-4-acryloyl-2-methylpiperazin-1-yl)-7-(6-amino-3-chloropyridin-2-yl)-6-fluoro-1-(2-isopropyl-4-methylpyridin-3-yl)pyrido[2,3-d]pyrimidin-2(1H)-one C(C=C)(=O)N1C[C@@H](N(CC1)C=1C2=C(N(C(N1)=O)C=1C(=NC=CC1C)C(C)C)N=C(C(=C2)F)C2=NC(=CC=C2Cl)N)C